(R)-N'-(1-tert-Butyl-butyl)-N'-(3,5-dimethyl-benzoyl)-hydrazinecarboxylic acid tert-butyl ester C(C)(C)(C)OC(=O)NN(C(C1=CC(=CC(=C1)C)C)=O)[C@H](CCC)C(C)(C)C